ClC1=CC(=C(C=C1)NS(=O)(=O)C1=CC(=CC(=C1)C(F)(F)F)C(F)(F)F)OC(F)(F)F N-(4-chloro-2-trifluoromethoxyphenyl)-3,5-bis(trifluoromethyl)benzene-sulfonamide